C(CCC)[N+](CC=C)(CCCC)CCCC N,N,N-tributyl-N-(2-propenyl)ammonium